2,6-difluoro-3,5-dimethoxy-aniline FC1=C(N)C(=C(C=C1OC)OC)F